2-amino-3,5-dibenzoyl-phenol NC1=C(C=C(C=C1C(C1=CC=CC=C1)=O)C(C1=CC=CC=C1)=O)O